2-(3-chlorophenyl)-4-(3'-(4,6-diphenyl-1,3,5-triazin-2-yl)-5'-(naphthalen-1-yl)-[1,1'-biphenyl]-2-yl)-6-phenyl-1,3,5-triazine ClC=1C=C(C=CC1)C1=NC(=NC(=N1)C1=C(C=CC=C1)C1=CC(=CC(=C1)C1=CC=CC2=CC=CC=C12)C1=NC(=NC(=N1)C1=CC=CC=C1)C1=CC=CC=C1)C1=CC=CC=C1